C[N+](CCOC(C(=C)C)=O)(C)C trimethyl-2-methacryloyloxyethylammonium